NC[C@@H](CP(O)=O)F (2S)-(3-amino-2-fluoropropyl)phosphinic acid